2-(3-cyanophenyl)-3-(2,6-dimethyl-4-pyridinyl)-N-[(2-methyl-5-oxo-pyrrolidin-2-yl)methyl]pyrazolo[1,5-a]pyrimidine-5-carboxamide C(#N)C=1C=C(C=CC1)C1=NN2C(N=C(C=C2)C(=O)NCC2(NC(CC2)=O)C)=C1C1=CC(=NC(=C1)C)C